CO[C@@H]1CN(CCC1=O)C(=O)OC(C)(C)C |r| racemic-tert-butyl 3-methoxy-4-oxopiperidine-1-carboxylate